6-chloro-N-(3,5-dimethoxypyridin-2-yl)-1H-indole-3-sulfonamide ClC1=CC=C2C(=CNC2=C1)S(=O)(=O)NC1=NC=C(C=C1OC)OC